(RS)-6-(1-(difluoromethyl)-1H-pyrazol-4-yl)-2,2-difluoro-7-((5-methoxy-7-methyl-1H-indol-4-yl)methyl)-7-azaspiro[3.5]nonane FC(N1N=CC(=C1)[C@H]1CC2(CC(C2)(F)F)CCN1CC1=C2C=CNC2=C(C=C1OC)C)F |r|